methyl (2-phenylacetyl)-D-asparaginyl-L-alaninate C1(=CC=CC=C1)CC(=O)N[C@H](CC(N)=O)C(=O)N[C@@H](C)C(=O)OC